3-hydroxy-3-methylglutarate OC(CC(=O)[O-])(CC(=O)[O-])C